4-fluoro-3-(trifluoromethyl)aniline FC1=C(C=C(N)C=C1)C(F)(F)F